ClC1=CC=C(C=C1)CN1C([C@H](CS(C2=C1C=C(C(=C2)F)C2=NOC(=N2)N2CCOC1CC21)=O)NC(OC(C)(C)C)=O)=O tert-butyl N-[(3R)-5-[(4-chlorophenyl)methyl]-8-fluoro-7-[5-(2-oxa-5-azabicyclo[4.1.0]heptan-5-yl)-1,2,4-oxadiazol-3-yl]-1,4-dioxo-2,3-dihydro-1λ4,5-benzothiazepin-3-yl]carbamate